N-[5-[3,4-Difluoro-2-[(2-fluoro-4-iodophenyl)amino]phenyl]-1,3,4-oxadiazol-2-yl]-4-morpholineethanamine FC=1C(=C(C=CC1F)C1=NN=C(O1)NCCN1CCOCC1)NC1=C(C=C(C=C1)I)F